cis-N-(5-chloro-6-(2H-1,2,3-triazol-2-yl)pyridin-3-yl)-2-fluoro-8-(1-isopropyl-1H-pyrazol-4-yl)-8-methyl-7,8-dihydro-6H-cyclopenta[e]pyrazolo[1,5-a]pyrimidine-6-carboxamide ClC=1C=C(C=NC1N1N=CC=N1)NC(=O)[C@@H]1C[C@](C2=C1C=NC=1N2N=C(C1)F)(C)C=1C=NN(C1)C(C)C